CN1CC2=C(CC1)N=C(S2)NC(C2=CC(=CC=C2)CNC2=NC=C(C1=C2CCO1)C1=CC(=NC=C1)C)=O N-(5-methyl-4,5,6,7-tetrahydrothiazolo[5,4-c]pyridin-2-yl)-3-(((7-(2-methylpyridin-4-yl)-2,3-dihydrofuro[3,2-c]pyridin-4-yl)amino)methyl)benzamide